2,7-dioxa-octane COCCCCOC